pyrrolo[3,4-c]pyridine C=1NC=C2C=NC=CC21